1'-Benzyl-2',6'-diethyl-1,4'-bipiperidine C(C1=CC=CC=C1)N1C(CC(CC1CC)N1CCCCC1)CC